2-amino-5-(propylsulfonyl)benzimidazole NC=1NC2=C(N1)C=CC(=C2)S(=O)(=O)CCC